1-tert-butyl-5-{[2-(2-methoxyethoxy)pyridin-4-yl]amino}-3-[4-(N-methylethanesulfonamido)phenyl]-1H-pyrazole-4-carboxamide C(C)(C)(C)N1N=C(C(=C1NC1=CC(=NC=C1)OCCOC)C(=O)N)C1=CC=C(C=C1)N(S(=O)(=O)CC)C